C1(=CC=CC=C1)C1=C2C=C[CH-]C2=CC=2CCCC12 4-phenyl-1,5,6,7-tetrahydro-s-indacene-1-ide